C(C)(C)(C)OC(N[C@@H]1C[C@H]([C@@H](C1)O)N)=O ((1R,3R,4R)-3-amino-4-hydroxycyclopentyl)carbamic acid tert-butyl ester